hydroxy-4-propoxy-4',6'-dichlorobenzophenone OC1=C(C(=O)C2=CC=C(C=C2Cl)Cl)C=CC(=C1)OCCC